1-(4-bromobenzyl)-4-(trifluoromethyl)pyridin-2(1H)-one BrC1=CC=C(CN2C(C=C(C=C2)C(F)(F)F)=O)C=C1